ethyl 4-α-hydroxyisopropylbenzoate OC(C)(C)C1=CC=C(C(=O)OCC)C=C1